4,6-difluoro-5-(2-methoxyphenyl)-1H-benzo[d]imidazol FC1=C(C(=CC=2NC=NC21)F)C2=C(C=CC=C2)OC